4-methoxy-methyl-1,3-dioxolane-2-one COC1(OC(OC1)=O)C